BrC=1C(=CC=C2C=C(C=C(C12)C1=C(C=2N=C(N=C(C2C=N1)N1CC2(CC(C2)O)CCC1)OC[C@]12CCCN2C[C@@H](C1)F)F)O)F 6-(7-(8-bromo-7-fluoro-3-hydroxynaphthalen-1-yl)-8-fluoro-2-(((2R,7aS)-2-fluorohexahydro-1H-pyrrolizin-7a-yl)methoxy)pyrido[4,3-d]pyrimidin-4-yl)-6-azaspiro[3.5]nonan-2-ol